N-[3-(1H-benzo[d]imidazol-2-yl)phenyl]-[5,5'-bipyrimidin]-2-amine N1C(=NC2=C1C=CC=C2)C=2C=C(C=CC2)NC2=NC=C(C=N2)C=2C=NC=NC2